1-(4-bromophenyl)-4,4-dimethylcyclohexan-1-ol BrC1=CC=C(C=C1)C1(CCC(CC1)(C)C)O